FC(CN1C(C=2NN=C(C2C1C1=NC(=NC=C1)OC1=CC=C(C=C1)F)C1=CC=CC=2NC(OC21)=O)=O)(C)F 7-{5-(2,2-Difluoropropyl)-4-[2-(4-fluorophenoxy)pyrimidine-4-yl]-6-oxo-1,4,5,6-tetrahydropyrrolo[3,4-c]pyrazol-3-yl}-1,3-benzoxazol-2(3H)-one